3-methylbutanal-2,3-d2 CC(C(C=O)[2H])(C)[2H]